O[C@@H]1C[C@H](N(C1)C(=O)C(C(C)C)C1=CC(=NO1)N1CC2(C1)CCN(CC2)C(=O)OC(C)(C)C)C(NCC2=CC=C(C=C2)C2=C(N=CS2)C)=O Tert-butyl 2-[5-[1-[(2S,4R)-4-hydroxy-2-[[4-(4-methylthiazol-5-yl)phenyl]methylcarbamoyl]pyrrolidine-1-carbonyl]-2-methyl-propyl]isoxazol-3-yl]-2,7-diazaspiro[3.5]nonane-7-carboxylate